ClC=1C(=NC(=NC1)NC=1C(=NN(C1)C1CN(C1)CC(C)C)C)NCCCN1C(CCCC1)=O 1-(3-((5-chloro-2-((1-(1-isobutylazetidin-3-yl)-3-methyl-1H-pyrazol-4-yl)amino)pyrimidin-4-yl)amino)propyl)piperidin-2-one